(Maleimido)hexanoic acid succinimidyl ester C1(CCC(N1OC(C(CCCC)N1C(C=CC1=O)=O)=O)=O)=O